F[C@H]1[C@H](C1)C(=O)NC1=NC=C2C=C(C(=NC2=C1)C=1N(C=CN1)C)C=1C=NC(=CC1C)[C@H](CC)O (1R,2R)-2-fluoro-N-(3-(6-((S)-1-hydroxypropyl)-4-methylpyridin-3-yl)-2-(1-methyl-1H-imidazol-2-yl)-1,6-naphthyridin-7-yl)cyclopropane-1-carboxamide